C(C)(C)(C)C1=CC=2N(C=3C=C(C=C4N(C=5C=CC(=CC5B(C34)C2C=C1)C(C)(C)C)C1=CC=C(C=C1)C(C)(C)C)C)C1=CC(=CC(=C1)C(C)(C)C)C(C)(C)C 3,12-di-tert-butyl-9-(4-(tert-butyl)phenyl)-5-(3,5-di-tert-butylphenyl)-7-methyl-5,9-dihydro-5,9-diaza-13b-boranaphtho[3,2,1-de]anthracene